COC([C@H](C1=CC=CC=C1)OC(=O)N1CCCC1)=O ((S)-2-methoxy-2-oxo-1-phenylethyl)pyrrolidine-1-carboxylate